1-(2-(((6-chloropyrimidin-4-yl)oxy)methyl)-7-cyclopropylimidazo[1,2-a]pyridin-5-yl)-3-methylimidazolidine-2,4-dione ClC1=CC(=NC=N1)OCC=1N=C2N(C(=CC(=C2)C2CC2)N2C(N(C(C2)=O)C)=O)C1